2-((6-(6-((6-cyano-2-methoxypyridin-3-yl)methoxy)pyridin-2-yl)-3-azabicyclo[4.1.0]heptan-3-yl)methyl)-1-(((S)-oxetan-2-yl)methyl)-1H-benzo[d]imidazole-6-carboxylic acid C(#N)C1=CC=C(C(=N1)OC)COC1=CC=CC(=N1)C12CCN(CC2C1)CC1=NC2=C(N1C[C@H]1OCC1)C=C(C=C2)C(=O)O